N-(5-(2-bromo-[1,2,4]triazolo[1,5-a]pyridin-8-yl)-8-(methylamino)-2,7-naphthyridin-3-yl)cyclopropanecarboxamide BrC1=NN2C(C(=CC=C2)C2=C3C=C(N=CC3=C(N=C2)NC)NC(=O)C2CC2)=N1